CN(C(CC1=CC=C(C=C1)C(F)(F)F)=O)S(=O)(=O)C1=CC=C(C)C=C1 N-methyl-N-tosyl-2-(4-(trifluoromethyl)phenyl)acetamide